ClC1=CC(=C(C=C1)C(C)O)F 1-(4-chloro-2-fluorophenyl)ethanol